Cl.Cl.CC1=C(C=CC(=C1C)N)N 2,3-dimethylbenzene-1,4-diamine dihydrochloride